1-[4-(3-{5-[(1,3-dimethyl-azetidin-3-yl)-hydroxy-(4-isopropyl-phenyl)-methyl]-pyridin-3-yl}-[1,2,4]oxadiazol-5-yl)-piperidin-1-yl]-ethanone CN1CC(C1)(C)C(C=1C=C(C=NC1)C1=NOC(=N1)C1CCN(CC1)C(C)=O)(C1=CC=C(C=C1)C(C)C)O